C1(C=CC=C1)[Ti](C1=C(C(=CC=C1F)N(C(C)C)C(C1=CC=CC=C1)=O)F)(C1=C(C(=CC=C1F)N(C(C)C)C(C1=CC=CC=C1)=O)F)C1C=CC=C1 bis(cyclopentadienyl)bis[2,6-difluoro-3-(N-isopropylbenzoylamino)phenyl]titanium